CC=1SC=2N3C(=NN=C3[C@@H](N=C(C2C1C)C1=CC=C(C=C1)N1CCOC2(CCNC2)C1)C)C 9-[4-[(9S)-4,5,9,13-tetramethyl-3-thia-1,8,11,12-tetrazatricyclo[8.3.0.02,6]trideca-2(6),4,7,10,12-pentaen-7-yl]phenyl]-6-oxa-2,9-diazaspiro[4.5]decane